5-methyl-1-(4-(4-(1,2,3,4-tetrahydroisoquinolin-6-yl)benzyl)phenyl)-1H-pyrazole-3-carboxamide CC1=CC(=NN1C1=CC=C(C=C1)CC1=CC=C(C=C1)C=1C=C2CCNCC2=CC1)C(=O)N